ClC=1C=C(C=CC1F)[C@H](NC(=O)[C@H]1NC(NC1)=O)C1=CC(=NN1C)C(F)(F)F (S)-N-((S)-(3-chloro-4-fluorophenyl)(1-methyl-3-(tri-fluoromethyl)-1H-pyrazol-5-yl)methyl)-2-oxoimidazolidine-4-carboxamide